4-(3-(4-(3-(3-amino-6-(2-hydroxyphenyl)pyridazin-4-yl)-3,8-diazabicyclo[3.2.1]octan-8-yl)pyridin-2-yl)prop-2-yn-1-yl)thiomorpholine 1,1-dioxide NC=1N=NC(=CC1N1CC2CCC(C1)N2C2=CC(=NC=C2)C#CCN2CCS(CC2)(=O)=O)C2=C(C=CC=C2)O